OCC(=O)NC=1NC=2N(C(C1C=1C=C3C=CC=NC3=CC1)=O)N=C(C2C2=CC=CC=C2)C2=CC=CC=C2 2-hydroxy-N-(7-oxo-2,3-diphenyl-6-(quinolin-6-yl)-4,7-dihydropyrazolo[1,5-a]pyrimidin-5-yl)acetamide